ClC=1C(=C(C(=NC1C)N1CCC(CC1)(F)F)C(=O)NC=1C=NC=C(C1)S(N)(=O)=O)C 5-chloro-2-(4,4-difluoro-1-piperidinyl)-4,6-dimethyl-N-(5-sulfamoyl-3-pyridinyl)pyridine-3-carboxamide